ethyl 2-(7-chloro-3,4-dihydro-2H-1-benzopyran-4-yl)acetate ClC1=CC2=C(C(CCO2)CC(=O)OCC)C=C1